OC=1C=C(C=CC1O)CC(C(=O)O)OC(\C=C\C1=CC=C(C2=C1C=C(O2)C2=CC(=C(C=C2)O)O)O)=O (E)-3-(3,4-dihydroxyphenyl)-2-((3-(2-(3,4-dihydroxyphenyl)-7-hydroxybenzofuran-4-yl)acryloyl)oxy)propanoic acid